5-((1-(methylsulfonyl)piperidin-4-yl)methoxy)-2-((5-(trifluoromethyl)isoindolin-2-yl)methyl)isonicotinonitrile hydrochloride Cl.CS(=O)(=O)N1CCC(CC1)COC1=CN=C(C=C1C#N)CN1CC2=CC=C(C=C2C1)C(F)(F)F